(1S,2R)-2-(2,2,2-trifluoroethyl)cyclopropanecarboxylic acid ethyl ester C(C)OC(=O)[C@@H]1[C@H](C1)CC(F)(F)F